ONC(=O)C1=CC2=C(OCC(N2CC=2NC=3N(C(C2)=O)N=CN3)=O)C=C1 N-hydroxy-3-oxo-4-((7-oxo-4,7-dihydro-[1,2,4]triazolo[1,5-a]pyrimidin-5-yl)methyl)-3,4-dihydro-2H-benzo[b][1,4]oxazine-6-carboxamide